(S)-N-(3-chloro-2,4-difluorophenyl)-N-methyl-3-(2-methyl-7-(trifluoromethyl)thiazolo[5,4-b]pyridin-5-yl)-2-oxoimidazolidine-4-carboxamide ClC=1C(=C(C=CC1F)N(C(=O)[C@H]1N(C(NC1)=O)C1=CC(=C2C(=N1)SC(=N2)C)C(F)(F)F)C)F